1-phenyl-1-hexanone C1(=CC=CC=C1)C(CCCCC)=O